N-(5,6-difluoro-1H-indol-3-yl)-1-isopropyl-1H-pyrazole-4-sulfonamide FC=1C=C2C(=CNC2=CC1F)NS(=O)(=O)C=1C=NN(C1)C(C)C